[Cl-].C(CCCCCCC)[N+](C)(CCO)CCO octyl-bis(2-hydroxyethyl)-methyl-ammonium chloride